1'-[4-(propan-2-yl)benzenesulfonyl]-1',2'-dihydrospiro[cyclopentane-1,3'-indole] CC(C)C1=CC=C(C=C1)S(=O)(=O)N1CC2(C3=CC=CC=C13)CCCC2